N1=CC(=CC=C1C(=O)OC)C=1CCNCC1 methyl 1',2',3',6'-tetrahydro-[3,4'-bipyridine]-6-carboxylate